ClC1=CC=C2C(=N1)NCC2(CC)C=2C=C(C=CC2)N2C(CN(CC2)C(CCCCCCCOC2=C1CN(C(C1=CC=C2)=O)C2C(NC(CC2)=O)=O)=O)=O 3-[4-({8-[4-(3-{6-chloro-3-ethyl-1H-pyrrolo[2,3-b]pyridin-3-yl}phenyl)-3-oxopiperazin-1-yl]-8-oxooctyl}oxy)-1-oxo-3H-isoindol-2-yl]piperidine-2,6-dione